CN(CCC(C)(N)C)C N1,N1,3-trimethyl-1,3-butanediamine